COC1=C(C=CC=C1)C=1C=C2C(=NN(C2=CC1)C(C1=CC=CC=C1)(C1=CC=CC=C1)C1=CC=CC=C1)NC(=O)C1CCN(CC1)C N-[5-(2-methoxyphenyl)-1-trityl-1H-indazol-3-yl]-1-methylpiperidine-4-carboxamide